C(CC#CCCCCCC)O 3-decyn-1-ol